N1C=CC(C2=NC=CC=C12)=O 1H-1,5-naphthyridin-4-one